C(CCCCCC)C(C(=O)OCCC#CC=1C=NC=C(C1)C#CCCOC(C(CCCCCCC)CCCCCCC)=O)CCCCCCC pyridine-3,5-diylbis(but-3-yne-4,1-diyl) bis(2-heptylnonanoate)